N1(CCCCCC1)C[C@@H](C=1C=NN(C1)C)NC1=NC(=NC=2CC[C@H](CC12)C1=CC(=CC=C1)F)N[C@H](CC)C1CCC(CC1)C(=O)O (1R,4r)-4-((R)-1-(((R)-4-(((R)-2-(azepan-1-yl)-1-(1-methyl-1H-pyrazol-4-yl)ethyl)amino)-6-(3-fluorophenyl)-5,6,7,8-tetrahydroquinazolin-2-yl)amino)propyl)cyclohexane-1-carboxylic acid